N-(4-((1H-pyrrolo[2,3-b]pyridin-4-yl)oxy)-3-fluorophenyl)-3-(4-fluorophenyl)-1-isopropyl-2,4-dioxo-1,2,3,4-tetrahydropyrimidin-5-carboxamide N1C=CC=2C1=NC=CC2OC2=C(C=C(C=C2)NC(=O)C=2C(N(C(N(C2)C(C)C)=O)C2=CC=C(C=C2)F)=O)F